4-ethyl-4,9-dihydroxy-1H-pyrano[3',4':6,7]indolizino[1,2-b]quinoline-3,14(4H,12H)-dione C(C)C1(C(OCC=2C(N3CC=4C(=NC=5C=CC(=CC5C4)O)C3=CC21)=O)=O)O